2,3-Dimethyl-6-[7-(2-methylbutan-2-yloxy)-3,4-dihydro-2H-chromen-3-yl]phenol CC1=C(C(=CC=C1C)C1COC2=CC(=CC=C2C1)OC(C)(CC)C)O